N-((4-((3-fluorotetrahydro-2H-pyran-3-yl)methoxy)-3-nitrophenyl)sulfonyl)benzamide FC1(COCCC1)COC1=C(C=C(C=C1)S(=O)(=O)NC(C1=CC=CC=C1)=O)[N+](=O)[O-]